racemic-6-(4,4-difluoro-3-(1-methyl-1H-pyrazol-4-yl)piperidin-1-yl)-2,3-dimethyl-8-(6-(trifluoromethyl)pyridin-3-yl)pyrimido[5,4-d]pyrimidin-4(3H)-one FC1([C@@H](CN(CC1)C=1N=C(C=2N=C(N(C(C2N1)=O)C)C)C=1C=NC(=CC1)C(F)(F)F)C=1C=NN(C1)C)F |r|